NC1=NS(NC2=C1C(=CC=C2)OCC(C(=O)NCCC)(C)C)(=O)=O 3-[(4-Amino-2,2-Dioxido-1H-2,1,3-Benzothiadiazin-5-yl)-oxy]-2,2-Dimethyl-N-Propylpropanamide